Cl[Pd-3](C1=NC=CC=C1Cl)(=C1N(C=CN1C1=C(C=CC=C1C(CC)CC)C(CC)CC)C1=C(C=CC=C1C(CC)CC)C(CC)CC)Cl Dichloro[1,3-bis(2,6-di-3-pentylphenyl)imidazol-2-yliden](3-chloropyridyl)palladium(II)